2-(2-{[4-(4-methoxyphenyl)-4H-1,2,4-triazol-3-yl]sulfanyl}acetamido)-4H,5H,6H-cyclopenta[b]thiophene-3-carboxamide COC1=CC=C(C=C1)N1C(=NN=C1)SCC(=O)NC1=C(C2=C(S1)CCC2)C(=O)N